[1,1'-Biphenyl]-4-yl phenyl (3,4-dichlorophenyl)sulfurimidate ClC=1C=C(C=CC1Cl)N=S(OC1=CC=C(C=C1)C1=CC=CC=C1)(OC1=CC=CC=C1)=O